O=C1NC(CCC1C1=NN(C2=CC(=CC=C12)OCC(=O)NCC1(CC1)O)C)=O 2-((3-(2,6-dioxopiperidin-3-yl)-1-methyl-1H-indazol-6-yl)oxy)-N-((1-hydroxy-cyclopropyl)methyl)acetamide